2-(2,4,6-trimethylphenyl)-6-methylpyridine CC1=C(C(=CC(=C1)C)C)C1=NC(=CC=C1)C